C(C)(C)S(=O)(=O)C#CC1=CC=C(OC2=C(N=NN2)C(=O)O)C=C1 5-(4-((isopropylsulfonyl)ethynyl)phenoxy)-1H-1,2,3-triazole-4-carboxylic acid